3-(((3,4-dihydroquinazolin-2-yl)thio)methyl)-6-methyl-6-phenyl-5,6-dihydroimidazo[2,1-b]thiazole N1=C(NCC2=CC=CC=C12)SCC=1N2C(SC1)=NC(C2)(C2=CC=CC=C2)C